(R)-4-(4-(4-ethylpiperazin-1-yl)-[1,4'-bipiperidin]-1'-yl)-3-((4-(icosyloxy)phenyl)sulfonyl)-6-(methylsulfinyl)quinoline C(C)N1CCN(CC1)C1CCN(CC1)C1CCN(CC1)C1=C(C=NC2=CC=C(C=C12)[S@](=O)C)S(=O)(=O)C1=CC=C(C=C1)OCCCCCCCCCCCCCCCCCCCC